COC=1C=C(C=CC1)C1=CC(=NN1C1=C(C=CC=C1)C)COC(C(=O)OC)(C)C Methyl 2-([5-(3-methoxyphenyl)-1-(2-methylphenyl)-1H-pyrazol-3-yl]methoxy)-2-methylpropanoate